tert-Butyl-(5S)-2-[(5-chloro-3-fluoropyridin-2-yl)methyl]-3-oxo-2,3,5,6,7,8-hexahydro[1,2,4]triazolo[4,3-a]pyridine-5-carboxylate C(C)(C)(C)OC(=O)[C@@H]1CCCC=2N1C(N(N2)CC2=NC=C(C=C2F)Cl)=O